[Li+].C1(CC1)[C@@H]1[C@H](N1)C(=O)[O-] (2S,3R)-3-cyclopropylaziridine-2-carboxylic acid lithium salt